ClC1=CC(=C(C=C1)C1=NC(=NC2=C1N=C(N(C2=O)C)C)N2C[C@H](OC1(CC1)C2)C=2C=NN(C2)C)F (R)-8-(4-chloro-2-fluorophenyl)-2,3-dimethyl-6-(5-(1-methyl-1H-pyrazol-4-yl)-4-oxa-7-azaspiro[2.5]octan-7-yl)pyrimido[5,4-d]pyrimidin-4(3H)-one